tert-butyl (3-(2-methoxybenzyl)-4-oxo-3,4-dihydroquinazolin-5-yl)carbamate COC1=C(CN2C=NC3=CC=CC(=C3C2=O)NC(OC(C)(C)C)=O)C=CC=C1